ethyl (S,Z)-3-(4-(1-(3-((tert-butoxycarbonyl)amino)propyl)-2-((tert-butoxycarbonyl)imino)-3-methyl-2,3-dihydro-1H-imidazol-4-yl)phenoxy)-2-((1,3-dioxoisoindolin-2-yl)oxy)propanoate C(C)(C)(C)OC(=O)NCCCN1/C(/N(C(=C1)C1=CC=C(OC[C@@H](C(=O)OCC)ON2C(C3=CC=CC=C3C2=O)=O)C=C1)C)=N/C(=O)OC(C)(C)C